3-[(4S)-5,5-difluoro-4-hydroxy-3-(trifluoromethyl)-1H,4H,5H,6H-cyclopenta[c]pyrazol-1-yl]-1λ6-thiane-1,1-dione FC1([C@H](C2=C(N(N=C2C(F)(F)F)C2CS(CCC2)(=O)=O)C1)O)F